tert-butyl N-(6-chloro-2-cyclopropylpyridin-3-yl)carbamate ClC1=CC=C(C(=N1)C1CC1)NC(OC(C)(C)C)=O